BrC1=C(C=C2N=C(C=3N(C2=C1)C=NC3)NCC3=C(C=C(C=C3)OC)OC)C(F)(F)F 8-bromo-N-(2,4-dimethoxybenzyl)-7-(trifluoromethyl)imidazo[1,5-a]quinoxalin-4-amine